ClC=1C=CC=C2C(=CCOC12)C=1N=CNC1C 4-(8-chloro-2H-chromen-4-yl)-5-methyl-1H-imidazole